Cl.CP(C=1C=NC(=CC1)N1CCNCC1)(C)=O dimethyl-(6-(piperazin-1-yl)pyridin-3-yl)phosphine oxide hydrochloride